COC1=C(CNC2=NC=3C(=CC=CC3C=3N2N=C(N3)C3CC(C3)C3=CC=C(C=N3)C3(CC(C3)(F)F)O)OC)C=CC(=C1)OC 1-(6-((1r,3r)-3-(5-((2,4-dimethoxybenzyl)amino)-7-methoxy-[1,2,4]triazolo[1,5-c]quinazolin-2-yl)cyclobutyl)pyridin-3-yl)-3,3-difluorocyclobutan-1-ol